[(4R)-8-(4,6-dimethylpyridin-3-yl)-3,4-dihydro-2H-1-benzopyran-4-yl]methanamine CC1=C(C=NC(=C1)C)C1=CC=CC=2[C@@H](CCOC21)CN